5,5'-dimethyl-2,2'-diaminobiphenyl acetate C(C)(=O)O.CC=1C=CC(=C(C1)C1=C(C=CC(=C1)C)N)N